(S)-2-fluoro-5-(6-((1-hydroxypropan-2-yl)amino)-5-(1-methyl-1H-pyrazol-4-yl)pyridin-3-yl)-4-methyl-N-(1H-pyrazol-3-yl)benzamide FC1=C(C(=O)NC2=NNC=C2)C=C(C(=C1)C)C=1C=NC(=C(C1)C=1C=NN(C1)C)N[C@H](CO)C